perfluorooctanesulfonic acid tetrapentylammonium salt C(CCCC)[N+](CCCCC)(CCCCC)CCCCC.FC(C(C(C(C(C(C(C(F)(F)F)(F)F)(F)F)(F)F)(F)F)(F)F)(F)F)(S(=O)(=O)[O-])F